COC=1C=C(C=CC1OC)CC1=NN=C(O1)CC1=CC=C(C(=O)NO)C=C1 4-[[5-[(3,4-dimethoxyphenyl)methyl]-1,3,4-oxadiazol-2-yl]methyl]benzohydroxamic acid